N1(N=CN=C1)C(=O)N1C(COCC1)CN1N=C(C=2C1=NC=NC2N)C2=CC=C(CNC(C1=C(C=CC(=C1)F)OC)=O)C=C2 N-(4-(1-((4-(1H-1,2,4-triazole-1-carbonyl)morpholin-3-yl)methyl)-4-amino-1H-pyrazolo[3,4-d]pyrimidin-3-yl)benzyl)-5-fluoro-2-methoxybenzamide